BrC1=C2C(=NN(C2=CC=C1)CC(=O)OCC)N1CCC(CC1)C(NC)=O ethyl 2-{4-bromo-3-[4-(methylcarbamoyl)piperidin-1-yl]indazol-1-yl}acetate